[Si](C)(C)(C(C)(C)C)O[C@H]1[C@H](N(CC1)C1=NC(=CC(=C1)C(F)(F)F)C)C(=O)N(CCCN1CCCC1)C1=CC(=C(C=C1)F)Cl (2S,3R)-3-((tert-butyldimethylsilyl)oxy)-N-(3-chloro-4-fluorophenyl)-1-(6-methyl-4-(trifluoromethyl)pyridin-2-yl)-N-(3-(pyrrolidin-1-yl)propyl)pyrrolidine-2-carboxamide